4-(3-nitropyridin-4-yl)morpholine [N+](=O)([O-])C=1C=NC=CC1N1CCOCC1